N-(3-chloro-2-fluoro-phenyl)-7-[2-[(3S)-3-methoxy-1-methyl-pyrrolidin-3-yl]ethynyl]-6-nitro-quinazolin-4-amine ClC=1C(=C(C=CC1)NC1=NC=NC2=CC(=C(C=C12)[N+](=O)[O-])C#C[C@@]1(CN(CC1)C)OC)F